C1(=CC=CC=C1)C1NCCCC1N 2-phenylpiperidin-3-amine